FC1=C(C(=CC(=C1)OC)F)N1C(=NC(=C1)C(=O)NCC1=NNC=C1)NC(C1=CC=C(C=C1)OC(F)F)=O 1-(2,6-Difluoro-4-methoxyphenyl)-2-[4-(difluoromethoxy)benzamido]-N-[(1H-pyrazol-3-yl)methyl]-1H-imidazole-4-carboxamide